(R)-tert-butyl 3-(((3-(2,6-bis(benzyloxy)pyridin-3-yl)-4-fluoro-1-methyl-1H-indazol-5-yl)oxy)methyl)pyrrolidine-1-carboxylate C(C1=CC=CC=C1)OC1=NC(=CC=C1C1=NN(C2=CC=C(C(=C12)F)OC[C@H]1CN(CC1)C(=O)OC(C)(C)C)C)OCC1=CC=CC=C1